(R)-N-(4-(3-(isoquinolin-3-ylamino)piperidine-1-carbonyl)phenyl)acrylamide C1=NC(=CC2=CC=CC=C12)N[C@H]1CN(CCC1)C(=O)C1=CC=C(C=C1)NC(C=C)=O